5-(3-(1H-indol-3-yl)pyrrolidin-1-yl)-2-morpholinobenzo[d]oxazole N1C=C(C2=CC=CC=C12)C1CN(CC1)C=1C=CC2=C(N=C(O2)N2CCOCC2)C1